C(C)OC(CCCC(OCCC#CCCCC)OCCC#CCCCC)=O 5,5-bis(oct-3-yn-1-yloxy)pentanoic acid ethyl ester